4-(6-(2,5-Difluorophenyl)-6-(6-ethynyl-1-methyl-2-oxo-1,2-dihydropyridin-3-yl)hex-1,3-diyn-1-yl)-1H-pyrrole FC1=C(C=C(C=C1)F)C(CC#CC#CC=1C=CNC1)C=1C(N(C(=CC1)C#C)C)=O